N(=C=O)CCC1C(C(CCC1)C(=O)[O-])(CCN=C=O)CCN=C=O tris(2-isocyanatoethyl)-6-cyclohexanecarboxylate